NC=1N[C@]23N(C(N([C@H]([C@@H]2N1)COC(=O)N)O)=N)CCC3(O)O (3aS,4R,10aS)-2-amino-4-[[(aminocarbonyl)oxy]methyl]-3a,4,5,6,8,9-hexahydro-5-hydroxy-6-imino-1H,10H-pyrrolo[1,2-c]purine-10,10-diol